(2S)-N-[(1S)-1-(2-Amino-2-oxo-ethyl)prop-2-ynyl]-1-[1-[(2,2,2-trifluoroacetyl)-amino]-cyclopropanecarbonyl]pyrrolidine-2-carboxamide NC(C[C@@H](C#C)NC(=O)[C@H]1N(CCC1)C(=O)C1(CC1)NC(C(F)(F)F)=O)=O